C(C)(C)(C)C=1C=C(CN(CC2=CC(=C(C(=C2)C(C)(C)C)O)C(C)(C)C)CC2=CC(=C(C(=C2)C(C)(C)C)O)C(C)(C)C)C=C(C1O)C(C)(C)C tris(3,5-di-tert-butyl-4-hydroxybenzyl)amine